(5S)-3-tert-butyl-5,8,8-trimethyl-5-phenyl-9,10-dihydro-7H-benzo[b][1,8]naphthyridin C(C)(C)(C)C1=CC=2[C@](C3=C(NC2N=C1)CC(CC3)(C)C)(C3=CC=CC=C3)C